1-(2-(2,6-dioxopiperidin-3-yl)-1-oxoisoindolin-5-yl)piperidin O=C1NC(CCC1N1C(C2=CC=C(C=C2C1)N1CCCCC1)=O)=O